4-(naphthalen-2-yl)-phenylboronic acid C1=C(C=CC2=CC=CC=C12)C1=CC=C(C=C1)B(O)O